6-methyl-N2-(4-(4-methylpiperazine-1-yl)phenyl)pyrimidine-2,4-diamine CC1=CC(=NC(=N1)NC1=CC=C(C=C1)N1CCN(CC1)C)N